OC[C@]1(N2[C@H](C[C@@](C1=O)(CC2)C)C(F)(F)F)COC (1R,2S,4S,6R)-2-(hydroxymethyl)-2-(methoxymethyl)-4-methyl-6-(trifluoromethyl)quinuclidin-3-one